[As+]=[Se] arsenic(III) selenide